ClC1=NC=C(N=C1)C=1C=NC(=CC1)OC(C(C)(F)F)C 2-chloro-5-[6-(2,2-difluoro-1-methyl-propoxy)-3-pyridinyl]pyrazine